4-methyl-2,2'-bipyridine-4'-methanol CC1=CC(=NC=C1)C1=NC=CC(=C1)CO